O1C(=CCC1)C1=CC(=NC(=N1)N(C)C1C[C@H]2CCC[C@@H](C1)N2S(=O)(=O)CC)NC2=NNC(=C2)C 6-(4,5-dihydrofuran-2-yl)-N2-((1R,3s,5S)-9-(ethylsulfonyl)-9-azabicyclo[3.3.1]nonan-3-yl)-N2-methyl-N4-(5-methyl-1H-pyrazol-3-yl)pyrimidine-2,4-diamine